FC1=C(C=CC(=C1)OC1=NC=CC(=C1)C(F)(F)F)C=1C=C2C=NC=NC2=C(C1)C1CN(CC1)C(C=C)=O 1-(3-(6-(2-Fluoro-4-((4-(trifluoromethyl)pyridin-2-yl)oxy)phenyl)quinazolin-8-yl)pyrrolidin-1-yl)prop-2-en-1-one